C(#N)C=1N=CC(=NC1)NC1=NNC(=C1)C1=C(OC[C@@H]2CN(CCC2)C(=O)OC(C)(C)C)C=CC=C1OC tert-butyl (3S)-3-[[2-[3-[(5-cyanopyrazin-2-yl)amino]-1H-pyrazol-5-yl]-3-methoxy-phenoxy]methyl]piperidine-1-carboxylate